FC(C1=NN=C(S1)C1=NC(=C2N1C=C(C=C2F)S(=O)(=O)Cl)I)F 3-(5-(difluoromethyl)-1,3,4-thiadiazol-2-yl)-8-fluoro-1-iodoimidazo[1,5-a]pyridine-6-sulfonyl chloride